FC=1C(=NC(=NC1)NC1=CC=CC=C1)NC1=CC=C(C=C1)C(C(C#N)=C)O 2-((4-(5-fluoro-2-(phenylamino)pyrimidin-4-ylamino)phenyl)(hydroxy)methyl)acrylonitrile